O[C@@H]1[C@@H](SC2=C(NC1=O)C=CC=C2)C2=CC=C(C=C2)OC (2S)-cis-(+)-2,3-dihydro-3-hydroxy-2-(4-methoxyphenyl)-1,5-benzothiazepin-4(5H)-one